2-(2-fluoro-5-((1S,2S)-2-(4,4,5,5-tetramethyl-1,3,2-dioxaborolan-2-yl)cyclopropyl)phenyl)propan-2-ol FC1=C(C=C(C=C1)[C@@H]1[C@H](C1)B1OC(C(O1)(C)C)(C)C)C(C)(C)O